(5-amino-1-{6-[(2,6-difluorophenyl)oxy]-4-methylpyridin-3-yl}pyrazol-4-yl)[5-(methylsulfonyl)-5,6,7,8-tetrahydro-1H-pyrrolo[2,3-g]quinolin-2-yl]methanone NC1=C(C=NN1C=1C=NC(=CC1C)OC1=C(C=CC=C1F)F)C(=O)C1=CC=2C(=CC=3CCCN(C3C2)S(=O)(=O)C)N1